C(C(CC)O)O 1,2-butane-diol